(1R,3aS,3bS,7S,9aR,9bS,11aR)-7-Acetoxy-5-hydroxy-9a,11a-Dimethylhexadecahydro-1H-cyclopenta[1,2-a]phenanthrene C(C)(=O)O[C@H]1CC[C@@]2([C@H]3CC[C@@]4([C@H]([C@@H]3CC(C2C1)O)CCC4)C)C